C(C)OC(=O)C=1C(=NN(C1C)C1=NC=C(C(=N1)NC1=CC2=C(N(C(N2CCC(C)(C)O)=O)C)C=C1)Cl)C 1-(5-chloro-4-((3-(3-hydroxy-3-methylbutyl)-1-methyl-2-oxo-2,3-dihydro-1H-benzo[d]imidazol-5-yl)amino)pyrimidin-2-yl)-3,5-dimethyl-1H-pyrazole-4-carboxylic acid ethyl ester